FC1(OC2=C(O1)C=CC(=C2)C(=O)O)F 2,2-difluorobenzodioxole-5-carboxylic acid